C(CCCCCCCC)N 1-nonaneamine